Fmoc-Amide C(=O)(OCC1C2=CC=CC=C2C2=CC=CC=C12)[NH-]